C(N)(OC1=C(C(=CC(=C1)F)OC(F)F)CC=1C=C2C(N(CC2=C(C1)OC)C1C(NC(CC1)=O)=O)=O)=O (2-(2,6-dioxopiperidin-3-yl)-7-methoxy-3-oxoisoindolin-5-yl)methyl(3-(difluoromethoxy)-5-fluorophenyl) carbamate